C(C)(C)(C)OC(NC1=CC(=NC=C1)CO[Si](C1=CC=CC=C1)(C1=CC=CC=C1)C(C)(C)C)=O (2-(((tert-butyldiphenylsilyl)oxy)methyl)pyridin-4-yl)carbamic acid tert-butyl ester